N[C@@H](CC(=O)OCC1=CC=CC=C1)C(=O)OC(C)(C)C 4-benzyl 1-tert-butyl L-aspartate